FC(C)(F)C1=NC(=CC(=N1)N1N=C(C=2C=NC(=CC21)CC(=O)N)I)C (1-(2-(1,1-difluoroethyl)-6-methylpyrimidin-4-yl)-3-iodo-1H-pyrazolo[4,3-c]pyridin-6-yl)acetamide